propylacrylate C(CC)OC(C=C)=O